OC=1C=C(C=C(C1[C@H]1C=C(CCC1C(C)C)C)O)\C=C\C1=CC=CC=C1 3,5-dihydroxy-4-[(3R-4'S)-p-menthenyl]-trans-stilbene